C(C)(C)OC=1C=CC(=NC1)C1=NSC(=N1)NC1=NC=CN=C1C 3-(5-isopropoxypyridin-2-yl)-N-(3-methylpyrazin-2-yl)-1,2,4-thiadiazol-5-amine